6-(7-(8-bromo-7-fluoro-3-hydroxynaphthalen-1-yl)-8-fluoro-2-(((2R,7aS)-2-fluorohexahydro-1H-pyrrolizin-7a-yl)methoxy)pyrido[4,3-d]pyrimidin-4-yl)-2,6-diazaspiro[3.5]nonan-1-one BrC=1C(=CC=C2C=C(C=C(C12)C1=C(C=2N=C(N=C(C2C=N1)N1CC2(CNC2=O)CCC1)OC[C@]12CCCN2C[C@@H](C1)F)F)O)F